C(C(=O)O)(=O)O.CC1=NN=C(O1)C=1N=C(SC1)OCCCN1CCN(CC1)C1=NSC2=C1C=CC=C2 3-(4-{3-[4-(5-Methyl-[1,3,4]oxadiazol-2-yl)-thiazol-2-yloxy]-propyl}-piperazin-1-yl)-benzo[d]isothiazole oxalate